(9H-carbazol-3-yl)boric acid C1=CC(=CC=2C3=CC=CC=C3NC12)OB(O)O